ClC=1C=C(C=CC1)/C=C/C(=O)C1=NC=CC=C1 (2E)-3-(3-chlorophenyl)-1-(pyridin-2-yl)prop-2-en-1-one